FC1=CC2=C(N(C(O2)=O)CC2=CC(=CC=C2)O)C=C1 6-fluoro-3-(3-hydroxybenzyl)benzoxazol-2-one